C(C)(C)[C@H]1C(NC=2C(=NC(=NC2N1C)N[C@H]1C[C@H](C1)COC=1C(=NC=CC1)C#N)C)=O ((cis-3-(((S)-7-isopropyl-4,8-dimethyl-6-oxo-5,6,7,8-tetrahydropteridin-2-yl)amino)cyclobutyl)methoxy)2-cyanopyridine